ClC(=O)OCC(F)(F)F 2,2,2-trifluoroethyl chloroformate